[2-[6-[[5-(3-fluoro-2-pyridyl)thiazol-2-yl]amino]imidazo[4,5-c]pyridin-1-yl]ethyl]azetidine-2-carboxamide FC=1C(=NC=CC1)C1=CN=C(S1)NC1=CC2=C(C=N1)N=CN2CCN2C(CC2)C(=O)N